CC(C(CCC(=O)[O-])=C)CCC=C(C)C 3,7-DIMETHYL-2-METHYLEN-OCT-6-ENYL-ACETAT